7-(2-(3-(3-chloropyridin-2-yl)-5-cyclopropylisoxazol-4-yl)-7-azaspiro[3.5]non-1-en-7-yl)isoquinoline-3-carboxylic acid ClC=1C(=NC=CC1)C1=NOC(=C1C1=CC2(C1)CCN(CC2)C2=CC=C1C=C(N=CC1=C2)C(=O)O)C2CC2